C1(CCC1)C1=CN=C(S1)NC1=CC(=NC(=N1)CC)NCCNC([C@H](C)N(C(OC(C)(C)C)=O)C)=O tert-butyl N-[(1S)-2-[2-[[6-[(5-cyclobutylthiazol-2-yl)amino]-2-ethyl-pyrimidin-4-yl]amino]ethylamino]-1-methyl-2-oxo-ethyl]-N-methyl-carbamate